(2-bromo-5-nitropyridin-3-yl)methanol BrC1=NC=C(C=C1CO)[N+](=O)[O-]